O[C@H]1[C@@H](CCCC1)NC1=C(C(=C(N=N1)C1=C(C=C(C=C1)C(F)(F)F)O)C)C 2-(6-{[(1R,2R)-2-hydroxycyclohexyl]amino}-4,5-dimethylpyridazine-3-yl)-5-(trifluoromethyl)phenol